2-fluoro-N-(2-hydroxyethyl)-5-methyl-4-(2H-tetrazol-5-yl)benzenesulfonamide FC1=C(C=C(C(=C1)C=1N=NNN1)C)S(=O)(=O)NCCO